4-(4-methyl-1-((2-(trimethylsilyl)ethoxy)methyl)-1H-imidazol-5-yl)piperidine CC=1N=CN(C1C1CCNCC1)COCC[Si](C)(C)C